benzyl 4-acetyl-5-(benzylamino)-3-methylthiophene-2-carboxylate C(C)(=O)C=1C(=C(SC1NCC1=CC=CC=C1)C(=O)OCC1=CC=CC=C1)C